NC1=C(C=C(C=C1)C=1C=C(C=2N=C(N=CC2N1)N[C@@H]1CN(C[C@H](C1)F)C(=O)OCC1=CC=CC=C1)C)F benzyl (3S,5S)-3-((6-(4-amino-3-fluorophenyl)-8-methylpyrido[3,2-d]pyrimidin-2-yl)amino)-5-fluoropiperidine-1-carboxylate